FC1(C=2N(CC(CC1)CNC(C(F)(F)F)=O)N=C1C2CN(CC1)C(=O)OC(C)(C)C)F tert-Butyl 11,11-difluoro-8-((2,2,2-trifluoroacetamido)methyl)-3,4,8,9,10,11-hexahydro-1H-pyrido[4',3':3,4]pyrazolo[1,5-a]azepine-2(7H)-carboxylate